COC=1C=CC2=C(C(OC3=C2C=CC(=C3)OCC(=O)N)=O)C1 2-((8-methoxy-6-oxo-6H-benzo[c]benzopyran-3-yl)oxy)acetamide